trans-2-[2,6,3',5'-tetrafluoro-4'-butoxy-(1,1'-biphenyl)-4-yl]-5-methyl-1,3-dioxane FC1=C(C(=CC(=C1)[C@@H]1OC[C@H](CO1)C)F)C1=CC(=C(C(=C1)F)OCCCC)F